OC1(CCC(CC1)C(=O)OC(C)(C)C)C=1SC=C(N1)COC1=CC(=CC2=C1C=C(O2)C=2N=C1SC(=NN1C2)OC)OC tert-Butyl 4-hydroxy-4-(4-(((6-methoxy-2-(2-methoxyimidazo[2,1-b][1,3,4]thiadiazol-6-yl)benzofuran-4-yl)oxy)methyl)thiazol-2-yl)cyclohexanecarboxylate